dioxaborepine O1OBC=CC=C1